N-[[4-[5-(trifluoromethyl)-1,2,4-oxadiazol-3-yl]phenyl]methyl]butanamide lithium phosphate fluoroborate F[B-](F)(F)F.P(=O)(O)(O)O.[Li+].FC(C1=NC(=NO1)C1=CC=C(C=C1)CNC(CCC)=O)(F)F